COC(=O)C=1C=NC(=NC1)NCC1CCN(CC1)C(C1=C(C=CC(=C1)CC1=NNC(C2=CC=CC=C12)=O)F)=O ((1-(2-fluoro-5-((4-oxo-3,4-dihydro-phthalazin-1-yl)methyl)benzoyl)piperidin-4-yl)methylamino)pyrimidine-5-carboxylic acid methyl ester